CC(C=C)(CC)C 3,3-Dimethyl-1-penten